FC=1C(=NC(N([C@H]2[C@H](O)[C@H](O)[C@@H](C)O2)C1)=O)NC(=O)OCCCCC 5'-deoxy-5-fluoro-N4-pentyloxycarbonylcytidine